(2r,3r,4r,5s)-3,4,5-tris(benzyloxy)-1-((3,3-dimethyl-2-oxaspiro[4.5]dec-8-yl)methyl)-2-methylpiperidine C(C1=CC=CC=C1)O[C@@H]1[C@H](N(C[C@@H]([C@H]1OCC1=CC=CC=C1)OCC1=CC=CC=C1)CC1CCC2(CC(OC2)(C)C)CC1)C